(R)-2-amino-N-((S)-3-(4-chloro-3-fluorophenoxy)-1-(4,4,5,5-tetramethyl-1,3,2-dioxaborolan-2-yl)propyl)-3-methoxypropanamide hydrochloride Cl.N[C@@H](C(=O)N[C@H](CCOC1=CC(=C(C=C1)Cl)F)B1OC(C(O1)(C)C)(C)C)COC